1-(Oxetan-3-yl)ethan-1-ol O1CC(C1)C(C)O